N-[2-(2,5-dichlorophenyl)ethyl]-2-[1-[(4-methylphenyl)methyl]-5-oxopyrrolidin-2-yl]acetamide ClC1=C(C=C(C=C1)Cl)CCNC(CC1N(C(CC1)=O)CC1=CC=C(C=C1)C)=O